C1(=CC=CC=C1)C1=CC(=NC=C1)CO (4-phenyl)-(pyridine-2-yl)-methanol